ClC=1C(=C(C=CC1)O)C1=CC=C2C(=C1)N1C3=C2C=CC=C3C=3C=CC=CC13 3-chloro-2-(indolo[3,2,1-jk]carbazol-6-yl)phenol